1-[(cis)-3-hydroxy-3-methylcyclobutyl]-5-(4,4,5,5-tetramethyl-1,3,2-dioxaborolan-2-yl)-1H-1,3-benzodiazole-7-carbonitrile OC1(CC(C1)N1C=NC2=C1C(=CC(=C2)B2OC(C(O2)(C)C)(C)C)C#N)C